BrC=1C=C(C=C(C1)Br)NC(=O)NC1=C(C(=CC=C1)F)CO 1-(3,5-dibromophenyl)-3-(3-fluoro-2-hydroxymethylphenyl)urea